FC(C1=NNC(=C1)CC(=O)O)(F)F (3-(trifluoromethyl)-1H-pyrazol-5-yl)acetic acid